N=1ON=C2C1C=CC=C2 2,1,3-benzooxadiazol